N[C@@H]1C[C@H](CC1)NC1=NC=C2C=CN=C(C2=C1)N[C@H]1COCC1 7-(((1S,3S)-3-aminocyclopentyl)amino)-1-(((R)-tetrahydrofuran-3-yl)amino)-2,6-naphthyridine